4,4-Butylidenebis(6-tert-butyl-m-cresol) CCCC(C1=CC(=C(C=C1C)O)C(C)(C)C)C2=CC(=C(C=C2C)O)C(C)(C)C